1-{[1-(propan-2-yl)-1H-pyrazol-4-yl]methyl}-1,3-dihydro-2H-imidazol-2-one CC(C)N1N=CC(=C1)CN1C(NC=C1)=O